N1C(C=CC2=CC=CC=C12)=O 2-Quinolone